3-((1-oxo-1,2-dihydro-phthalazin-5-yl)methyl)benzoic acid O=C1NN=CC2=C(C=CC=C12)CC=1C=C(C(=O)O)C=CC1